C1(CC1)C1=C(C=C(C=C1)[C@@H](NC(=O)[C@H]1N(C[C@@H](C1)F)C(CC1C(NC2=CC=CC=C12)=O)=O)C1=CC=CC=C1)F (2S,4R)-N-[(S)-(4-cyclopropyl-3-fluorophenyl)(phenyl)methyl]-4-fluoro-1-[2-(2-oxo-2,3-dihydro-1H-indol-3-yl)acetyl]pyrrolidine-2-carboxamide